FC1=C2C=CN(C2=CC(=C1)C=1C(=NC(=CN1)COC)N1CCC(CC1)C(=O)O)C 1-(3-(4-fluoro-1-methyl-1H-indol-6-yl)-6-(methoxymethyl)pyrazin-2-yl)piperidine-4-carboxylic acid